ClC(OC1=CC=C(C=C1)NC(=O)C=1C=NC(=C(C1)C1=CC=NN1C1OCCCC1)N1C[C@@H](CC1)O)(F)F N-[4-(chlorodifluoromethoxy)phenyl]-6-[(3R)-3-hydroxy-1-pyrrolidinyl]-5-[1-(tetrahydro-2H-pyran-2-yl)-1H-pyrazol-5-yl]-3-pyridinecarboxamide